(1s,4s)-4-(4-(Difluoromethyl)-1-oxoisoindolin-2-yl)-N-(3-methoxy-4-methylphenyl)cyclohexanecarboxamide FC(C1=C2CN(C(C2=CC=C1)=O)C1CCC(CC1)C(=O)NC1=CC(=C(C=C1)C)OC)F